(R)-4,4-Difluoro-N-(4-(4-(2-fluoro-3-methoxyphenyl)piperazin-1-yl)-3-hydroxybutyl)cyclohexane-1-carboxamide FC1(CCC(CC1)C(=O)NCC[C@H](CN1CCN(CC1)C1=C(C(=CC=C1)OC)F)O)F